(S)-2-chloro-1-(2-cyclohexyl-7-(4-fluorobenzyl)-2,3-dihydro-1H-pyrido[2,3-b][1,4]oxazin-1-yl)ethan-1-one ClCC(=O)N1C2=C(OC[C@@H]1C1CCCCC1)N=CC(=C2)CC2=CC=C(C=C2)F